ClC1=CC(=NC(=N1)OC[C@]12CCCN2C[C@@H](C1)F)N1CCC12CN(CC2)C(=O)OC(C)(C)C tert-butyl 1-(6-chloro-2-{[(2R,7aS)-2-fluorotetrahydro-1H-pyrrolizin-7a(5H)-yl]methoxy}pyrimidin-4-yl)-1,6-diazaspiro[3.4]octane-6-carboxylate